iodopropynyl butylcarbamate (isopropyl butylcarbamate) C(C)(C)N(C(O)=O)CCCC.C(CCC)NC(OC#CCI)=O